FC1CN(CCC1OC1=C(C=C(C=C1)NC(N)=O)C(F)(F)F)C 3-(4-((3-FLUORO-1-METHYLPIPERIDIN-4-YL)OXY)-3-(TRIFLUOROMETHYL)PHENYL)UREA